BrC1=C(N=C(O1)C)CO (5-bromo-2-methyloxazol-4-yl)methanol